N12CC(C(CC1)CC2)NC(=O)C2=NNC1=CC=CC=C21 N-(1-azabicyclo[2.2.2]oct-3-yl)-1H-indazole-3-carboxamide